3-[(5-difluoromethoxy-1-methyl-3-trifluoromethylpyrazol-4-yl)methylsulfanyl]-4,5-dihydro-5,5-dimethylisoxazole FC(OC1=C(C(=NN1C)C(F)(F)F)CSC1=NOC(C1)(C)C)F